ethyl 7-[4-fluoro-2-(2-methoxyethoxy)phenyl]-4-oxo-5H-thieno[3,2-c]pyridine-6-carboxylate FC1=CC(=C(C=C1)C=1C2=C(C(NC1C(=O)OCC)=O)C=CS2)OCCOC